N4-butyryl-cytosine C(CCC)(=O)NC1=NC(NC=C1)=O